methyl (S)-3-amino-3-(1-(2-hydroxy-6-methylphenyl)-3-(trifluoromethyl)-1H-pyrazol-4-yl)propanoate N[C@@H](CC(=O)OC)C=1C(=NN(C1)C1=C(C=CC=C1C)O)C(F)(F)F